4-(3-Aminoazepan-1-yl)-2-cyclopentylphthalazin-1(2H)-one hydrochloride Cl.NC1CN(CCCC1)C1=NN(C(C2=CC=CC=C12)=O)C1CCCC1